C(CCC)C1=CN=C(C(=N1)N1CCCCC1)C1=CC=C2C=CNC2=C1 1-(6-Butyl-3-(1H-indol-6-yl)pyrazin-2-yl)piperidine